4-methyl-N-((3-methyl-2-(o-tolyl)-1H-indol-5-yl)methyl)pyrimidine-5-carboxamide CC1=NC=NC=C1C(=O)NCC=1C=C2C(=C(NC2=CC1)C1=C(C=CC=C1)C)C